ClC=1C(=CC2=C([C@@H]3CC4=C(CN3CC2)C(=C(C=C4)OC)OC)C1)OC (S)-2-chloro-3,9,10-trimethoxy-6,8,13,13a-tetrahydro-5H-dibenzo[a,g]quinolizine